C1(CC1)C1=CC(=NN1)NC1=NC(=NC=C1)N1C2CCC(C1)(C2)CNC(OCC2=CC=CC=C2)=O benzyl N-[[2-[4-[(5-cyclopropyl-1H-pyrazol-3-yl)amino]pyrimidin-2-yl]-2-azabicyclo[2.2.1]heptan-4-yl]methyl]carbamate